[N+](=O)(OCCC(C)(C)C1=CC(=C2[C@H]3[C@H](C(OC2=C1)(C)C)CCC(=C3)C)O)[O-] [3-[(6Ar,10aR)-1-hydroxy-6,6,9-trimethyl-6a,7,8,10a-tetrahydrobenzo[c]chromen-3-yl]-3-methylbutyl] nitrate